NC=1C2=C(N=CN1)N(C=C2F)[C@@H]2O[C@@H]([C@H]([C@H]2O)O)[C@](C)(O)C2=CC=1CCC1C=C2 (2R,3R,4S,5S)-2-(4-amino-5-fluoro-7H-pyrrolo[2,3-d]pyrimidin-7-yl)-5-((R)-1-(bicyclo[4.2.0]octa-1(6),2,4-trien-3-yl)-1-hydroxyethyl)tetrahydrofuran-3,4-diol